N-(6-pyrimidin-5-yl-3-pyridyl)-2-[4-[2-(trifluoromethyl)-4-pyridyl]imidazol-1-yl]acetamide N1=CN=CC(=C1)C1=CC=C(C=N1)NC(CN1C=NC(=C1)C1=CC(=NC=C1)C(F)(F)F)=O